di(5-hexenyl)tetramethyldisiloxane C(CCCC=C)[Si](O[Si](C)(C)C)(C)CCCCC=C